FC1=CC=C(C=C1)C1=NN(C=C1C=1C2=C(N=CN1)OC(=C2)C=2CCCN(C2)C(C)=O)CC(C)(C)O [5-{4-[3-(4-fluorophenyl)-1-(2-hydroxy-2-methylpropyl)-1H-pyrazol-4-yl]furo[2,3-d]pyrimidin-6-yl}-3,4-dihydropyridin-1(2H)-yl]ethan-1-one